1-(8-((2,8-diazaspiro[4.5]decan-2-yl)methyl)-3,4-dihydroquinolin-1(2H)-yl)ethan-1-one C1N(CCC12CCNCC2)CC=2C=CC=C1CCCN(C21)C(C)=O